3-{[(4-cyanophenyl)carbamoyl]amino}-3-(4-hydroxyphenyl)propanoic acid C(#N)C1=CC=C(C=C1)NC(=O)NC(CC(=O)O)C1=CC=C(C=C1)O